3-(5-bromo-1H-indol-3-yl)-4-(1-methyl-1H-indol-3-yl)-1-phenyl-1H-pyrrole-2,5-dione BrC=1C=C2C(=CNC2=CC1)C=1C(N(C(C1C1=CN(C2=CC=CC=C12)C)=O)C1=CC=CC=C1)=O